CC=1C=C(C(=O)OC2=CC(=CC(=C2)C=NC(C(=O)OC)CC2=CC=C(C=C2)O)Br)C=CC1 3-bromo-5-((3-(4-hydroxyphenyl)-1-methoxy-1-oxopropan-2-ylimino)methyl)phenyl 3-methylbenzoate